FC=1C=C(C=NC1F)N1C(CCCC1=O)=O (5,6-difluoropyridin-3-yl)piperidine-2,6-dione